5-{6-[2-(7-Fluoro-2,4-dimethyl-indol-1-yl)-ethylamino]-pyrimidin-4-yl}-3-methyl-thiophen FC=1C=CC(=C2C=C(N(C12)CCNC1=CC(=NC=N1)C1=CC(=CS1)C)C)C